L-8-(4-chlorophenylthio)guanosine ClC1=CC=C(C=C1)SC=1N([C@H]2[C@H](O)[C@H](O)[C@@H](CO)O2)C=2N=C(NC(C2N1)=O)N